NC=1C(=C2C(=NC1C(=O)N)N(N=C2C(=O)NC)CC)C2=C(C(=CC=C2C)OC)C 5-amino-1-ethyl-4-(3-methoxy-2,6-dimethyl-phenyl)-N3-methyl-pyrazolo[3,4-b]pyridine-3,6-dicarboxamide